C(#N)[B-](C#N)(C#N)C#N.CN1C=[N+](C=C1)CCC 1-methyl-3-propylimidazolium tetracyanoborate